CN1CCC2(CCN2C2=CC=C3C(=N2)OCC=2C=C(C=CC23)C=2C=NNC2)CC1 7-methyl-1-[8-(1H-pyrazol-4-yl)-6H-isochromeno[3,4-b]pyridin-3-yl]-1,7-diazaspiro[3.5]nonane